N[C@H](C(=O)N[C@H](C(=O)NCCCCC(CN(CCCCCCCC(=O)OC(CCCCCCCC)CCCCCCCC)CCCCCC(OCCCCCCCCCCC)=O)O)CC1=CN=CN1)CC1=CN=CN1 heptadecan-9-yl 8-((6-((S)-2-((S)-2-amino-3-(1H-imidazol-5-yl)propanamido)-3-(1H-imidazol-5-yl)propanamido)-2-hydroxyhexyl)(6-oxo-6-(undecyloxy)hexyl)amino)octanoate